FC1=C(C(=CC=C1)C(F)(F)F)COC1=C(C=C(C=C1)C1C=2C(NC(C1)=O)=NNC2)OC 4-(4-{[2-Fluoro-6-(trifluoromethyl)phenyl]methoxy}-3-methoxyphenyl)-2H,4H,5H,6H,7H-pyrazolo[3,4-b]pyridin-6-one